[Ti].C(=C)C1C(C1)(C(=O)O)C(=O)O 2-vinyl-cyclopropane-1,1-dicarboxylic acid titanium